(4-(2-methoxy-4-aminophenoxy)phenyl)ethane COC1=C(OC2=CC=C(C=C2)CC)C=CC(=C1)N